CN1C(=C(C2=CC=CC=C12)C(=O)[O-])C 1,2-dimethyl-1H-indole-3-carboxylate